COCC1(CC1)C=1N=C(C2=C(N1)OC(=C2C(=O)N)C)NC2(CC2)C [1-(methoxymethyl)cyclopropyl]-6-methyl-4-[(1-methylcyclopropyl)amino]furo[2,3-d]pyrimidine-5-carboxamide